methyl (S)-1-((S)-2-((tert-butoxycarbonyl)amino)-3-(3-(3-(3-hydroxy-2,2-dimethylpropyl)-2-iodo-1H-indol-5-yl)phenyl)propanoyl)hexahydropyridazine-3-carboxylate C(C)(C)(C)OC(=O)N[C@H](C(=O)N1N[C@@H](CCC1)C(=O)OC)CC1=CC(=CC=C1)C=1C=C2C(=C(NC2=CC1)I)CC(CO)(C)C